C(C1=CC=CC=C1)O[C@@](CCC=C)(C(F)(F)F)C1=NN=C(O1)C1=C(C=C(C(=N1)N)C(F)(F)F)[N+](=O)[O-] 6-[5-[(1R)-1-benzyloxy-1-(trifluoromethyl)pent-4-enyl]-1,3,4-oxadiazol-2-yl]-5-nitro-3-(trifluoromethyl)pyridin-2-amine